methyl 2-(1-(cyclopropylmethyl)-5-fluoro-7-(1-(2-methoxyacetyl)piperidin-4-yl)-1H-indol-2-yl)-4-methoxy-3-methylpyrazolo[1,5-a]pyridine-6-carboxylate C1(CC1)CN1C(=CC2=CC(=CC(=C12)C1CCN(CC1)C(COC)=O)F)C1=NN2C(C(=CC(=C2)C(=O)OC)OC)=C1C